CC(C[C@@H](C(N[C@H](C=O)C[C@H]1C(NCC1)=O)=O)NC(C(=O)NC1=CC=CC=C1)=O)C N1-((S)-4-methyl-1-oxo-1-(((S)-1-oxo-3-((S)-2-oxopyrrolidin-3-yl)propan-2-yl)amino)pentan-2-yl)-N2-phenyloxalamide